Methyl 4-[(1S)-1-[[2-[(3R)-3-[3-(trifluoromethyl)phenoxy]pyrrolidin-1-yl]-2-methylpropane-carbonyl]amino]ethyl]benzoate FC(C=1C=C(O[C@H]2CN(CC2)C(CC(=O)N[C@@H](C)C2=CC=C(C(=O)OC)C=C2)(C)C)C=CC1)(F)F